ClC1=CC(=C2C=NNC2=C1)C1=NN=C(S1)CC=1N=C2N(C=C(C=C2)CNCC2CCC2)C1 1-(2-((5-(6-chloro-1H-indazol-4-yl)-1,3,4-thiadiazol-2-yl)methyl)Imidazo[1,2-a]pyridin-6-yl)-N-(cyclobutylmethyl)methanamine